NC1=C2N=CN(C2=NC(=N1)OCCCO)CC=1C=C(CP(OC)(O)=O)C=CC1 methyl hydrogen (3-((6-amino-2-(3-hydroxypropoxy)-9H-purin-9-yl)methyl)benzyl)phosphonate